(1-(1-methoxyisoquinolin-5-yl)-5-(trifluoromethyl)-1H-pyrazol-4-yl)-5-(trifluoromethyl)-1,6-naphthyridin-4(1H)-one COC1=NC=CC2=C(C=CC=C12)N1N=CC(=C1C(F)(F)F)N1C=CC(C2=C(N=CC=C12)C(F)(F)F)=O